(S)-N-(2,6-difluorobenzyl)-1-(5-methyl-2-((tetrahydrofuran-3-yl)amino)-pyrimidin-4-yl)-1H-imidazole-4-carboxamide FC1=C(CNC(=O)C=2N=CN(C2)C2=NC(=NC=C2C)N[C@@H]2COCC2)C(=CC=C1)F